O(P([O-])(=O)OP(=O)([O-])[O-])C(=CC(C)=C)CCCCCCCCCC decylisoprenyl diphosphate